5-fluoro-2-((4-fluoro-2-methylphenyl)-amino)-N-(6-methoxy-2-methylpyridin-3-yl)benzamide FC=1C=CC(=C(C(=O)NC=2C(=NC(=CC2)OC)C)C1)NC1=C(C=C(C=C1)F)C